2-fluoro-1-(3-(3-(4-(trifluoro-methyl)phenyl)-1H-pyrazolo[3,4-b]pyrazin-1-yl)azetidin-1-yl)prop-2-en-1-one FC(C(=O)N1CC(C1)N1N=C(C=2C1=NC=CN2)C2=CC=C(C=C2)C(F)(F)F)=C